Cl.CNCCC1=CC=C(C=C1)O 4-(2-(methylamino)ethyl)phenol hydrochloride